COCCOCCOCCOCCOCCOCCOCCOCCOCCOCCOCCOCCOCCOCCOCCOCCOCCOCCOCCOCCOCCOCCN 2,5,8,11,14,17,20,23,26,29,32,35,38,41,44,47,50,53,56,59,62,65-docosaoxaheptahexacontan-67-amine